N1=NN=C(C=C1)N triazin-amine